COC(=O)C=1[C@@H](C2=C(NC1CF)COC2=O)C2=C(C=CC=C2)C2CC2 |r| Racemic-methyl-4-(2-cyclopropyl phenyl)-2-(fluoromethyl)-5-oxo-1,4,5,7-tetrahydrofuro[3,4-b]pyridine-3-carboxylate